6-cyclopropyl-5-(2,2-difluoroethoxy)pyridazin-3-amine C1(CC1)C1=C(C=C(N=N1)N)OCC(F)F